(4-methoxyphenyl)dimethyl-(vinyl)silane tert-butyl-(2-((3-chloropyridin-2-yl)amino)-4,5-difluorophenyl)(methyl)carbamate C(C)(C)(C)OC(N(C)C1=C(C=C(C(=C1)F)F)NC1=NC=CC=C1Cl)=O.COC1=CC=C(C=C1)[Si](C=C)(C)C